C(C)(C)(C)OC(CC[C@@H](C(=O)N)N1C(C2=CC(=C(C=C2C1=O)F)N1CCC(CC1)C=O)=O)=O (S)-5-amino-4-(5-fluoro-6-(4-formylpiperidin-1-yl)-1,3-dioxoisoindolin-2-yl)-5-oxopentanoic acid tert-butyl ester